C(C=C)(=O)N1CC2(C1)CN(CC2)C2=NC(=NC(=C2C#N)C2=C1C=NNC1=CC=C2C)N2CC1C(CC2)CCN1C 4-(2-acryloyl-2,6-diazaspiro[3.4]octan-6-yl)-6-(5-methyl-1H-indazol-4-yl)-2-(1-methyloctahydro-6H-pyrrolo[2,3-c]pyridin-6-yl)pyrimidine-5-carbonitrile